FC(C1=C(C=CC(=C1)N)C1=C(C=C(C=C1)N)C(F)(F)F)(F)F 2,2'-bistrifluoromethyl-4,4'-diaminobiphenyl